C1(C(CCCC1)C(=O)[O-])C(=O)[O-].[Ca+2] calcium 1,2-cyclohexanedicarboxylate salt